BrC=1C(=NC(=CC1N)C=1SC=CN1)C1=NC=C(C=C1)N1CCCC1 3-bromo-5'-(pyrrolidin-1-yl)-6-(thiazol-2-yl)-[2,2'-bipyridine]-4-amine